(2S,3R,E)-2-aminohentriacont-4-ene-1,3-diol N[C@@H](CO)[C@@H](\C=C\CCCCCCCCCCCCCCCCCCCCCCCCCC)O